FC=1C(=C(C=CC1F)[C@@H]1[C@@H](O[C@@]([C@@H]1C)(C(F)(F)F)C)C(=O)NC1=CC([N+](C=C1)=O)C(=O)N)O 4-[[(2R,3r,4r,5s)-3-(3,4-difluoro-2-hydroxy-phenyl)-4,5-dimethyl-5-(trifluoromethyl)tetrahydrofuran-2-carbonyl]amino]-1-oxo-pyridin-1-ium-2-carboxamide